BrC(C)C=1OC=C(N1)C(=O)OCC ethyl 2-(1-bromoethyl)oxazole-4-carboxylate